BrC1=CC=NC(=C1C(=O)O)Cl 4-bromo-2-chloronicotinic acid